CCCCC/C=C\C/C=C\C/C=C\C/C=C\CCCCCC(=O)O[C@H](COC(=O)CC/C=C\C/C=C\C/C=C\C/C=C\C/C=C\C/C=C\CC)COP(=O)(O)OC[C@H](CO)O 1-(4Z,7Z,10Z,13Z,16Z,19Z-docosahexaenoyl)-2-(7Z,10Z,13Z,16Z-docosatetraenoyl)-glycero-3-phospho-(1'-sn-glycerol)